FC=1C=C(C=CC1F)[C@H]1[C@@H](C1)NC=1C2=C(N=C(N1)C1=CC(=CC=C1)N(C)C)SC(=C2)C N-((1R,2S)-2-(3,4-difluorophenyl)cyclopropyl)-2-(3-(dimethylamino)phenyl)-6-methylthieno[2,3-d]pyrimidin-4-amine